6-(cyclopropanecarboxamido)-4-((3-(dicyclopropylphosphoryl)-2-methoxyphenyl)amino)pyridazine-3-carboxamide C1(CC1)C(=O)NC1=CC(=C(N=N1)C(=O)N)NC1=C(C(=CC=C1)P(=O)(C1CC1)C1CC1)OC